ClC=1C=C(C=C2C=CC(=NC12)NC1=CC=C(C=C1)OC(F)(F)Cl)S(=O)C 8-chloro-N-(4-(chlorodifluoromethoxy)phenyl)-6-(methylsulfinyl)quinolin-2-amine